2-ethyl-2,4,5,5,6-pentamethyltetrahydro-2H-pyran-4-ol C(C)C1(OC(C(C(C1)(O)C)(C)C)C)C